BrC1=CC=CC2=C1SC1=C2C=CC=C1 4-Bromodibenzo[b,d]thiophene